5-(((6-bromopyridin-2-yl)oxy)methyl)-N-(1-cyanocyclopropyl)picolinamide BrC1=CC=CC(=N1)OCC=1C=CC(=NC1)C(=O)NC1(CC1)C#N